N1(CCCC2CNC3C(=C12)CCCN3)CCCC(=O)NC3=C(C=CC=C3)C 4-((1R,3aS,10aR)-decahydro-1H,4H-pyrido[1,6]naphthyridin-1-yl)-N-(2-methylphenyl)butanamide